C(CCC)NC(=O)NC1=C(C=CC=C1C)OCCCN1C=NC(=C1CC)C1=CC=CC=C1 N-butyl-N'-(2-(3-(5-ethyl-4-phenyl-1H-imidazol-1-yl)propoxy)-6-methylphenyl)urea